COC(C1=CC(=CC(=C1)OC)OC)=O 3,5-dimethoxy-benzoic acid methyl ester